1-[(2,4-dichlorophenyl)methyl]-6-(difluoromethyl)indazole-3-carboxylic acid ClC1=C(C=CC(=C1)Cl)CN1N=C(C2=CC=C(C=C12)C(F)F)C(=O)O